(S)-4-(5-(2-((2-(3-carboxypropanoyl)-6-methoxybenzo[b]thiophen-5-yl)oxy)ethoxy)-4-fluoro-6-methoxybenzo[b]thiophen-2-yl)-2-methyl-4-oxobutanoic acid C(=O)(O)CCC(=O)C1=CC2=C(S1)C=C(C(=C2)OCCOC2=C(C1=C(SC(=C1)C(C[C@@H](C(=O)O)C)=O)C=C2OC)F)OC